1-(cyclohexen-1-yl)ethanone C1(=CCCCC1)C(C)=O